OCCC1=CC=CC(=N1)CCNC1=C(N(N=C1)C)C ((2-(6-(2-hydroxyethyl)pyridin-2-yl)ethyl)amino)-2,3-dimethylpyrazole